C(=O)(O)C1=CC=C(C=C1)CC(C(=O)O)CCC(=O)NO 4-carboxy-alpha-[3-(hydroxyamino)-3-oxopropyl]-benzenepropanoic acid